CC(CC(=O)SCCNC(CCNC([C@@H](C(COP(OP(OC[C@@H]1[C@H]([C@H]([C@@H](O1)N1C=NC=2C(N)=NC=NC12)O)OP(=O)(O)O)(=O)O)(=O)O)(C)C)O)=O)=O)=C 3-methyl-but-3-enoyl-CoA